NC1=NC2=CC=C(C=C2C=C1C)C(=O)N(N(C1=NC=CC=N1)C)CC1=NC=C(C=C1)C1=CN=NC=C1 2-amino-N',3-dimethyl-N-((5-(pyridazin-4-yl)pyridin-2-yl)methyl)-N'-(pyrimidin-2-yl)quinoline-6-carbohydrazide